ClC=1C=C(C=CC1F)C(C=1NC(=C(N1)S(=O)(=O)C)C)OC[C@H]1[C@@H](C1)C1=CC=C(C=C1)F 2-[(3-chloro-4-fluorophenyl)-[[(1R,2R)-2-(4-fluorophenyl)cyclopropyl]methoxy]methyl]-5-methyl-4-methylsulfonyl-1H-imidazole